FC(C(C)(C)O)(F)C=1C(=C(C=CC1)[C@@H](C)NC1=NC(=NC2=CC(=C(C=C12)C1(CCN(CC1)C(C)=O)OC)C#C)C)F (R)-1-(4-(4-((1-(3-(1,1-Difluoro-2-hydroxy-2-methylpropyl)-2-fluorophenyl)ethyl)amino)-7-ethynyl-2-methylquinazolin-6-yl)-4-methoxypiperidin-1-yl)ethan-1-one